4'-([9,10-anthraquinone-2,6-diyl] dioxy) dibutyrate C(CCC)(=O)OOC1=CC=2C(C3=CC=C(C=C3C(C2C=C1)=O)OOC(CCC)=O)=O